2-amino-N-((3R,4R)-4-(4-((2-fluoro-6-hydroxy-3-methoxyphenyl)(hydroxy)methyl)benzamido)pyrrolidin-3-yl)pyrimidine-4-carboxamide NC1=NC=CC(=N1)C(=O)N[C@@H]1CNC[C@H]1NC(C1=CC=C(C=C1)C(O)C1=C(C(=CC=C1O)OC)F)=O